C(C=C)(=O)N1C[C@H](C[C@@H]1COC)N1N=C(C(=C1NC)C(=O)N)C#CC1=C(C2=C(NC(=N2)C)C=C1F)F 1-((3s,5r)-1-propenoyl-5-(methoxymethyl)pyrrolidin-3-yl)-3-((4,6-difluoro-2-methyl-1H-benzo[d]imidazol-5-yl)ethynyl)-5-(methylamino)-1H-pyrazole-4-carboxamide